Methyl (E)-3-hydroxy-2-(1-oxo-3-(pyridin-2-yl)-1H-isochromen-4-yl)but-2-enoate O/C(=C(/C(=O)OC)\C1=C(OC(C2=CC=CC=C12)=O)C1=NC=CC=C1)/C